N1(CCCCC1)C=O piperidinal